CN1CC(CC1)CN1N=CC2=C(C=C(C=C12)C(=O)N[C@H](C)C=1C=NC(=NC1)C(F)(F)F)C=1SC(=CN1)C 1-((1-methylpyrrolidin-3-yl)methyl)-4-(5-methylthiazol-2-yl)-N-((R)-1-(2-(trifluoromethyl)pyrimidin-5-yl)ethyl)-1H-indazole-6-carboxamide